FC(C1=C(C=CC(=C1)C)C=1N=NC(=C2C1COCC2)N[C@H]2CN(C[C@@H](C2)F)C)F 4-(2-(difluoromethyl)-4-methylphenyl)-N-((3R,5R)-5-fluoro-1-methylpiperidin-3-yl)-7,8-dihydro-5H-pyrano[3,4-d]pyridazin-1-amine